[Sb].[Sn].[Pb] lead-tin-antimony